2-(methoxyimino)acetic acid CON=CC(=O)O